2-(6-((6-((1-(2-hydroxyethoxy)propan-2-yl)oxy)pyridin-2-yl)amino)-1-(methylamino)-2,7-naphthyridin-4-yl)benzo[d]oxazol-5-ol OCCOCC(C)OC1=CC=CC(=N1)NC=1C=C2C(=CN=C(C2=CN1)NC)C=1OC2=C(N1)C=C(C=C2)O